N-pyridylpyrazole-1-carboxamide N1=C(C=CC=C1)NC(=O)N1N=CC=C1